FC=1C=NN(C1)C1=CC=C(C=N1)CC=O 6-(4-fluoro-1H-pyrazol-1-yl)pyridin-3-ethanone